NC=1C(=NC(=CN1)CC(F)(F)F)C(=O)N 3-Amino-6-(2,2,2-trifluoroethyl)pyrazine-2-carboxamide